O1CCN(CC1)C1=CC(=NC=2N1N=C(C2)CC)N2N=C(C=C2)C=2C=C(C=CC2)C 1-(7-morpholino-5-(3-(m-tolyl)-1H-pyrazol-1-yl)pyrazolo[1,5-a]pyrimidin-2-yl)ethane